2-methyl-4-[4-[3-(4-pyridyl)-1H-pyrazol-4-yl]phenyl]benzenesulfonamide CC1=C(C=CC(=C1)C1=CC=C(C=C1)C=1C(=NNC1)C1=CC=NC=C1)S(=O)(=O)N